2-(2,6-dioxopiperidin-3-yl)-5-[3-(hydroxymethyl)pyrrolidin-1-yl]isoindole-1,3-dione O=C1NC(CCC1N1C(C2=CC=C(C=C2C1=O)N1CC(CC1)CO)=O)=O